titanium-manganese-magnesium [Mg].[Mn].[Ti]